FC1(OC(OC1(F)F)=C(F)F)C(F)(F)F perfluoro-(2-methylene-4-methyl-1,3-dioxolane)